C(C)C(CC=O)CCC1=CC=CC=C1 3-ethyl-5-phenylpentanal